[N+](=O)([O-])C1=C2C=CC=C(C2=CC=C1)C1=NC(=C2N1CCN(C2)C(=O)C=2NC=CC2)C(=O)NC2CCOCC2 3-(5-nitronaphthalen-1-yl)-7-(1H-pyrrole-2-carbonyl)-N-(tetrahydro-2H-pyran-4-yl)-5,6,7,8-Tetrahydroimidazo[1,5-a]Pyrazine-1-carboxamide